7-fluoro-2-[(4R)-5-hydroxy-5-methyl-4-[[6-oxo-5-(trifluoromethyl)-1H-pyridazin-4-yl]amino]hexyl]-6-[5-(trifluoromethyl)pyrimidin-2-yl]isoquinolin-1-one FC1=C(C=C2C=CN(C(C2=C1)=O)CCC[C@H](C(C)(C)O)NC=1C=NNC(C1C(F)(F)F)=O)C1=NC=C(C=N1)C(F)(F)F